1-(3,4-difluorophenyl)-6-(7-(3,5-dimethylisoxazol-4-yl)-3-(4-(1-hydroxycyclopropyl)thiazol-2-yl)imidazo[1,2-a]pyridin-2-yl)piperidin-2-one FC=1C=C(C=CC1F)N1C(CCCC1C=1N=C2N(C=CC(=C2)C=2C(=NOC2C)C)C1C=1SC=C(N1)C1(CC1)O)=O